C1(CC1)CN1CC2=CC(=CC=C2CC1)N(C=1C=CC(N(C1)C([2H])[2H])=O)C(C([2H])[2H])C 5-((2-(cyclopropylmethyl)-1,2,3,4-tetrahydroisoquinolin-7-yl)(propan-2-yl-1,1-d2)amino)-1-(methyl-d2)pyridin-2(1H)-one